NCCNCCNCCNCCNCCNCCNCCNCCNCCNCCNCCNCCN dodecaethylenetridecamine